COC1=CC=C(C[C@@H](NC(C(C)(C)C)=O)C(=O)O)C=C1 (R)-4-methoxy-pivaloyl-phenylalanine